dimethoxy ethyl phthalate COCCOC(=O)C1=CC=CC=C1C(=O)OCCOC